4-(2-(4-(2-acetyl-5-chlorophenyl)-5-methoxy-2-oxopyridin-1(2H)-yl)-3-(pyridin-2-yl)propionylamino)benzoic acid C(C)(=O)C1=C(C=C(C=C1)Cl)C1=CC(N(C=C1OC)C(C(=O)NC1=CC=C(C(=O)O)C=C1)CC1=NC=CC=C1)=O